(R)-tert-butyl 4-(5-(3-(3,4-dimethoxyphenyl)-1-hydroxypropyl) pyridin-3-ylamino)-4-oxobutanoate COC=1C=C(C=CC1OC)CC[C@@H](O)C=1C=C(C=NC1)NC(CCC(=O)OC(C)(C)C)=O